ClC1=C(N=C2N(N=C(C(=C2)C)N2CC=3C=C(C=NC3CC2)C(F)(F)F)C1=O)C 3-chloro-2,8-dimethyl-7-(3-(trifluoromethyl)-7,8-dihydro-1,6-naphthyridin-6(5H)-yl)-4H-pyrimido[1,2-b]pyridazin-4-one